C(#N)C=1C=C(C=CC1)C1=NN(C(C=C1)=O)CC=1C=C(C=CC1)C1=NC=CC=N1 2-(3-((3-(3-cyanophenyl)-6-oxopyridazin-1(6H)-yl)methyl)phenyl)pyrimidine